tert-butyl (3S,5S)-4-thiocarbamoyl-3,5-dimethylpiperazine-1-carboxylate C(N)(=S)N1[C@H](CN(C[C@@H]1C)C(=O)OC(C)(C)C)C